1-(tert-butyl) 2-methyl 4,4-difluoro-2-methylpyrrolidine-1,2-dicarboxylate FC1(CC(N(C1)C(=O)OC(C)(C)C)(C(=O)OC)C)F